C(C1=CC=CC=C1)OC1=C(C=C(C=C1)C1=CC=CC(=N1)OC=1C=CC(=C(C1)O)F)F 5-({6-[4-(benzyloxy)-3-fluorophenyl]pyridin-2-yl}oxy)-2-fluorophenol